C1(CCC1)S(=O)(=O)C=1NC2=C(C=C(C(=C2C1)C1=NN(C=N1)C)C(F)(F)F)F 2-(cyclobutylsulfonyl)-7-fluoro-4-(1-methyl-1H-1,2,4-triazol-3-yl)-5-(trifluoromethyl)-1H-indole